ClC=1C=C(C=NC1)C1=NC(=C2N=CN(C2=N1)[C@H]1[C@@H]([C@@H]([C@H](O1)C(=O)NC([2H])([2H])[2H])O)O)NCC=1SC=CN1 (2S,3S,4R,5R)-5-(2-(5-chloropyridin-3-yl)-6-((thiazol-2-ylmethyl)amino)-9H-purin-9-yl)-3,4-Dihydroxy-N-(methyl-d3)tetrahydrofuran-2-carboxamide